FCC1=C(C(=NO1)C=1C=NC(=CC1)C)COC1=CC=C(N=N1)C(=O)NC1CCOCC1 6-((5-(Fluoromethyl)-3-(6-methylpyridin-3-yl)isoxazol-4-yl)methoxy)-N-(tetrahydropyran-4-yl)pyridazin-3-carboxamid